CN1C(N(C(=C1C)C)C)C 1,2,3,4,5-pentamethyl-1H-imidazole